C[C@H]1OCCN(C1)C=1OC2=C(C=C(C=C2C(C1)=O)C(=O)O)C=C (R)-2-(2-methylmorpholino)-4-oxo-8-vinyl-4H-chromen-6-carboxylic acid